6,7-Dichloro-1-[1-[(2,2-dimethyl-1,3-dioxolan-4-yl)methyl]triazol-4-yl]-3-(1-tetrahydropyran-2-ylpyrazol-4-yl)indole ClC1=CC=C2C(=CN(C2=C1Cl)C=1N=NN(C1)CC1OC(OC1)(C)C)C=1C=NN(C1)C1OCCCC1